6-Amino-2-dimethylphosphoryl-9-[[6-[2-[ethyl(methyl)amino]ethylamino]-3-pyridyl]methyl]-7H-purin-8-one NC1=C2NC(N(C2=NC(=N1)P(=O)(C)C)CC=1C=NC(=CC1)NCCN(C)CC)=O